(±)-Tert-butyl-((E)-3-((((R)-3,4-dimethyl-5-oxo-2,5-dihydrofuran-2-yl)oxy)methylene)-2-oxo-3,3a,4,8b-tetrahydro-2H-indeno[1,2-b]furan-7-yl)carbamate C(C)(C)(C)OC(NC1=CC=C2CC\3C(OC(/C3=C/O[C@@H]3OC(C(=C3C)C)=O)=O)C2=C1)=O